2-methyl-1,3-bis(2-hydroxyethyl)pyridinium CC1=[N+](C=CC=C1CCO)CCO